1-(3-oxabicyclo[3.1.0]hex-1-ylmethyl)-6-chloro-1H-pyrazolo[3,4-b]pyrazine C12(COCC2C1)CN1N=CC=2C1=NC(=CN2)Cl